N,N-bis(triisopropylsilyl)allylamine C(C)(C)[Si](N([Si](C(C)C)(C(C)C)C(C)C)CC=C)(C(C)C)C(C)C